Cl.N=1C(N=CC1)=O Imidazole-2-one hydrochloride